CC1CC(CCC1C)C(=O)O 3,4-dimethyl-cyclohexanecarboxylic acid